C(C=C)(=O)N1[C@@H](C[C@H](CC1)N1N=NC=2C(=NC=3C(=C(C(=CC3C21)C)C2=C1C=NNC1=CC(=C2C)C)F)N2CC(C2)(C)N(C)C)CC#N ((2S,4S)-1-acryloyl-4-(7-(5,6-dimethyl-1H-indazol-4-yl)-4-(3-(dimethylamino)-3-methylazetidin-1-yl)-6-fluoro-8-methyl-1H-[1,2,3]triazolo[4,5-c]quinolin-1-yl)piperidin-2-yl)acetonitrile